BrC=1C=C(C=CC1)C(CCCCC(C(C(=O)O)NC(=O)OC(C)(C)C)(C)C)(C(=O)OC)C 8-(3-bromophenyl)-2-((tert-butoxycarbonyl)amino)-9-methoxy-3,3,8-trimethyl-9-oxononanoic acid